(S)-N-Cyclobutyl-2-(4-(2-(1-cyclopropylethyl)-7-(methylsulfonyl)-1-oxoisoindolin-5-yl)pyridin-2-yl)-4-methyl-1H-imidazole C1(CCC1)N1C(=NC(=C1)C)C1=NC=CC(=C1)C=1C=C2CN(C(C2=C(C1)S(=O)(=O)C)=O)[C@@H](C)C1CC1